(7-bromo-1H-indol-4-yl)methanol BrC=1C=CC(=C2C=CNC12)CO